(2Z)-cyano-3-hydroxy-N-[4-(trifluoromethyl)phenyl]-2-butenamide C(#N)/C(/C(=O)NC1=CC=C(C=C1)C(F)(F)F)=C(\C)/O